4-[(1S)-1-(4-bromophenyl)ethoxy]-2,6-dimethyl-pyrimidine BrC1=CC=C(C=C1)[C@H](C)OC1=NC(=NC(=C1)C)C